6'-((5S)-1-(4-amino-1,3-dihydrofuro[3,4-c][1,7]naphthyridine-8-carbonyl)-5-methylpiperidin-2-yl)-8'-fluoro-1'-methyl-1',4'-dihydro-2'H-spiro[cyclopropane-1,3'-quinolin]-2'-one NC1=NC=2C=NC(=CC2C2=C1COC2)C(=O)N2C(CC[C@@H](C2)C)C=2C=C1CC3(C(N(C1=C(C2)F)C)=O)CC3